5-CHLORO-2-METHOXY-PYRIDINE-4-CARBALDEHYDE ClC=1C(=CC(=NC1)OC)C=O